CCCCCCCCCCCCCCCCCCOCC(COP(=O)([O-])OCC[N+](C)(C)C)OC 1-O-octadecyl-2-O-methyl-rac-glyceryl-3-phosphorylcholine